1,8-Diazabicyclo(5.4.0)undec-7-en N12CCCCCC2=NCCC1